2-((triisopropylsilyl)oxy)ethyl (2R,3S,4S,5R)-3-(3,4-difluoro-2-(2-((triisopropylsilyl)oxy)ethoxy)phenyl)-4,5-dimethyl-5-(trifluoromethyl)tetrahydrofuran-2-carboxylate FC=1C(=C(C=CC1F)[C@H]1[C@@H](O[C@]([C@H]1C)(C(F)(F)F)C)C(=O)OCCO[Si](C(C)C)(C(C)C)C(C)C)OCCO[Si](C(C)C)(C(C)C)C(C)C